2-((2-(4-(((1-(3-fluorophenyl)-1H-1,2,4-triazol-5-yl)methyl)(methyl)amino)-6,7-dihydro-5H-cyclopenta[d]pyrimidin-2-yl)pyridin-4-yl)oxy)ethan-1-ol formate C(=O)OCCOC1=CC(=NC=C1)C=1N=C(C2=C(N1)CCC2)N(C)CC2=NC=NN2C2=CC(=CC=C2)F